tert-butyl (3aR,6aS)-3a,6a-dimethyl-2,3,4,6-tetrahydro-1H-pyrrolo[3,4-c]pyrrole-5-carboxylate C[C@]12[C@](CN(C1)C(=O)OC(C)(C)C)(CNC2)C